ClC(=O)C12CCC(CC1)(C2)NC(OC(C)(C)C)=O tert-Butyl (4-(chlorocarbonyl)bicyclo[2.2.1]heptan-1-yl)carbamate